ClC1=CC(=C(C=C1)N1N=NC(=C1CN1NC=C(C=C1)N1CC2=CC=CC=C2C1)C)F 2-[[3-(4-chloro-2-fluoro-phenyl)-5-methyl-triazol-4-yl]methyl]-5-isoindolin-2-yl-pyridazin